C(C)(C)(C)C1=CC=C(C=C1)N(C(=O)[C@@H]1N(CCC1)C(=O)OCC1=CC=CC=C1)C(C(=O)NCC(=O)N(C)C)C=1C=NC=CC1 (2R)-benzyl 2-((4-(tert-butyl)phenyl)(2-((2-(dimethylamino)-2-oxoethyl)amino)-2-oxo-1-(pyridin-3-yl)ethyl)carbamoyl)pyrrolidine-1-carboxylate